Br[SiH]([Si](Br)(Br)Br)Br pentabromodisilane